(1,2,3,4-Tetramethyl-1,3-cyclopentadienyl)-(2-methyl-4-phenyl-5-methoxy-6-tert-butyl-indenyl)-dimethylsilane CC1=C(C(=C(C1[Si](C)(C)C1C(=CC2=C(C(=C(C=C12)C(C)(C)C)OC)C1=CC=CC=C1)C)C)C)C